(R)-5-bromo-3-(1-(5-fluoro-2-(2H-1,2,3-triazol-2-yl)phenyl)ethoxy)pyridin-2-amine BrC=1C=C(C(=NC1)N)O[C@H](C)C1=C(C=CC(=C1)F)N1N=CC=N1